C(CC(O)(C(=O)O)CC(=O)O)(=O)O.NC(C)C1=CC=NC2=C(C=C(C=C12)C1=NC(=NC=C1F)NC1CCN(CC1)S(=O)(=O)C)F (-)-4-(4-(1-Aminoethyl)-8-fluoroquinolin-6-yl)-5-fluoro-N-(1-(methylsulfonyl)piperidin-4-yl)pyrimidin-2-amine citrate